ClC1=C(C(=CC=C1)F)NC(=O)C1=CC(=C(C=C1O[C@H](C(F)(F)F)C)C1=NN(C(=C1)C(=O)OC)C)F (S)-methyl 3-(4-((2-chloro-6-fluorophenyl)carbamoyl)-2-fluoro-5-((1,1,1-trifluoropropan-2-yl)oxy)phenyl)-1-methyl-1H-pyrazole-5-carboxylate